5-chloro-4-(cyclopentylmethoxy)-2-fluoro-N-(((1r,4r)-4-methoxycyclohexyl)sulfonyl)benzamide ClC=1C(=CC(=C(C(=O)NS(=O)(=O)C2CCC(CC2)OC)C1)F)OCC1CCCC1